(S)-5-((1-((5-(5-(difluoromethyl)pyrimidin-2-yl)-4,5,6,7-tetrahydropyrazolo[1,5-a]pyrazin-2-yl)methoxy)propan-2-yl)amino)-4-(trifluoromethyl)pyridazin FC(C=1C=NC(=NC1)N1CC=2N(CC1)N=C(C2)COC[C@H](C)NC=2C(=CN=NC2)C(F)(F)F)F